1-methyl-5-(4,4,5,5-tetramethyl-1,3,2-dioxaborolan-2-yl)-1H-indazole CN1N=CC2=CC(=CC=C12)B1OC(C(O1)(C)C)(C)C